FC(OC1CN(C1)C(=O)N)(F)F 3-(trifluoromethoxy)azetidine-1-carboxamide